CO[C@H]1[C@@H](CC1)NC(=O)C=1C=NN2C1N=C(C=C2NC)NC=2C=CC=1OC[C@@H]3N(C1N2)CCC3 N-((1R,2R)-2-methoxycyclobutyl)-7-(methylamino)-5-(((R)-6a,7,8,9-tetrahydro-6H-pyrido[3,2-b]pyrrolo[1,2-d][1,4]oxazin-2-yl)amino)pyrazolo[1,5-a]pyrimidine-3-carboxamide